tri(o-tolyl) borate B(OC1=C(C=CC=C1)C)(OC1=C(C=CC=C1)C)OC1=C(C=CC=C1)C